(1R,10S)-6-hydroxy-10-methyl-5,8,13-trioxo-N-[(2,4,6-trifluorophenyl)methyl]-2,9-diazatricyclo[7.4.1.02,7]tetradeca-3,6,11-triene-4-carboxamide OC=1C(C(=CN2[C@H]3C(C=C[C@@H](N(C(C12)=O)C3)C)=O)C(=O)NCC3=C(C=C(C=C3F)F)F)=O